selenium (methyl-d3) p-methylphenyl-sulfonate CC1=CC=C(C=C1)S(=O)(=O)OC([2H])([2H])[2H].[Se]